FN(C1=CC=CC=C1)CC=1SC(=NN1)C1=NC=C(C=C1)C1COCC1 fluoro-N-((5-(5-(tetrahydrofuran-3-yl)pyridin-2-yl)-1,3,4-thiadiazol-2-yl)methyl)aniline